OC1=C(C(N(C=2N=C(N=CC21)SC)C2=CC=CC=C2)=O)C(=O)OC Methyl 5-hydroxy-2-(methylsulfanyl)-7-oxo-8-phenylpyrido[2,3-d]pyrimidine-6-carboxylate